N-((1S,9S)-9-ethyl-5-fluoro-9-hydroxy-10,13-dioxo-2,3,9,10,13,15-hexahydro-1H,12H-benzo[de]pyrano[3',4':6,7]indolizino[1,2-b]quinolin-1-yl)-3-hydroxy-2,2-dimethylpropionamide C(C)[C@]1(C(OCC=2C(N3CC=4C(=NC=5C=C(C=C6C5C4[C@H](CC6)NC(C(CO)(C)C)=O)F)C3=CC21)=O)=O)O